N-[(1S)-1-[[(3-amino-3-oxo-propyl)-(2-chloro-2-fluoro-acetyl)amino]carbamoyl]-3-methyl-butyl]pyrazolo[1,5-a]pyridine-2-carboxamide NC(CCN(C(C(F)Cl)=O)NC(=O)[C@H](CC(C)C)NC(=O)C1=NN2C(C=CC=C2)=C1)=O